6-(aminomethyl)-5-methylpyridazin-3(2H)-one hydrochloride Cl.NCC=1C(=CC(NN1)=O)C